1-vinyl-3-ethylimidazole trifluoromethanesulfonate FC(S(=O)(=O)O)(F)F.C(=C)N1CN(C=C1)CC